(4R,5S,7R,8R,9S,10R)-4-amino-7-(hydroxymethyl)-9-(4-(3,4,5-trifluorophenyl)-1H-1,2,3-triazol-1-yl)-1,6-dioxaspiro[4.5]decan-8,10-diol N[C@@H]1CCO[C@]12O[C@@H]([C@@H]([C@@H]([C@H]2O)N2N=NC(=C2)C2=CC(=C(C(=C2)F)F)F)O)CO